C(C)(C)NCCCCCCCCCN N-isopropylnonane-1,9-diamine